2-{[1-(1-hydroxycyclopropane-1-carbonyl) piperidin-4-yl] methyl}-4-methyl-8-(trifluoromethyl)-4,5-dihydro-2H-furo[2,3-g]indazole-7-carboxylate OC1(CC1)C(=O)N1CCC(CC1)CN1N=C2C3=C(CC(C2=C1)C)OC(=C3C(F)(F)F)C(=O)[O-]